N=1C=CN2N=C(C=CC21)C=2C=CN1N=C(N=CC12)N[C@@H](C(F)(F)F)C (R)-5-(imidazo[1,2-b]pyridazin-6-yl)-N-(1,1,1-trifluoropropan-2-yl)pyrrolo[2,1-f][1,2,4]triazin-2-amine